C(OCCOC)(OCCOC)=O bis(2-methoxy ethyl) carbonate